N-(3-chloro-5-(methylsulfonyl)phenyl)-1-(5-methoxypyrimidin-2-yl)-5-methyl-1H-pyrrole-3-carboxamide ClC=1C=C(C=C(C1)S(=O)(=O)C)NC(=O)C1=CN(C(=C1)C)C1=NC=C(C=N1)OC